2-ethylhexyl-6-aminohexanoate C(C)C(COC(CCCCCN)=O)CCCC